NCC=1C(=C(C=CC1)C=1OC2=C(C1)C(=CC=C2)COC2=C(C=CC=C2)CC(=O)O)OC 2-(2-((2-(3-(aminomethyl)-2-methoxyphenyl)benzofuran-4-yl)methoxy)phenyl)acetic acid